C(C1=CC=CC=C1)OCC1CNCCC1 3-((benzyloxy)methyl)piperidine